C1(CC1)CS(=O)(=O)C1=CC=C(C=C1)CCCO 3-(4-((cyclopropylmethyl)sulfonyl)phenyl)propan-1-ol